(3E)-2,6-DIOXO-6-PHENYLHEX-3-ENOATE O=C(C(=O)[O-])\C=C\CC(C1=CC=CC=C1)=O